CC1=C(N=C2N(C1=O)C=C(C=C2[C@@H](C)NC2=C(C(=O)O)C=CC=C2)C)N2CCN(CC2)C2=CC(=NO2)C (R)-2-((1-(3,7-dimethyl-2-(4-(3-methylisoxazol-5-yl)piperazin-1-yl)-4-oxo-4H-pyrido[1,2-a]pyrimidin-9-yl)ethyl)amino)benzoic acid